The molecule is a dicarboxylic acid monoanion that is the conjugate base of oxalic acid. It has a role as a human metabolite and a plant metabolite. It is a dicarboxylic acid monoanion and an oxalate. It is a conjugate base of an oxalic acid. It is a conjugate acid of an oxalate(2-). C(=O)(C(=O)[O-])O